6-Chloro-3-ethynyl-N-[(4-methoxyphenyl)methyl]-N-methylimidazo[1,2-b]pyridazin-8-amine ClC=1C=C(C=2N(N1)C(=CN2)C#C)N(C)CC2=CC=C(C=C2)OC